Z,Z-7,11-hexadecadienyl acetate C(C)(=O)OCCCCCC\C=C/CC\C=C/CCCC